tert-butyl 4-((5-bromo-3-methylpyrazin-2-yl)amino)piperidine-1-carboxylate BrC=1N=C(C(=NC1)NC1CCN(CC1)C(=O)OC(C)(C)C)C